N1[C@@H](CC1)CC1=C(C=2N=NC=C(C2S1)NCC=1SC=CC1)C 6-{[(2S)-azetidin-2-yl]methyl}-7-methyl-N-[(thiophen-2-yl)methyl]thieno[3,2-c]pyridazin-4-amine